(2S,5R)-2-(N-((2-acetamidocyclopropyl) sulfonyl) carbamimidoyl)-7-oxo-1,6-diazabicyclo[3.2.1]octan-6-yl hydrogen sulfate S(=O)(=O)(ON1[C@@H]2CC[C@H](N(C1=O)C2)C(NS(=O)(=O)C2C(C2)NC(C)=O)=N)O